CC1(CC2=C(C(=C3N2CCNC3=O)OCCC)C1)C 7,7-dimethyl-9-propoxy-3,4,7,8-tetrahydro-2H-cyclopenta[4,5]pyrrolo[1,2-a]pyrazin-1(6H)-one